1-(Tert-butyl) 2-methyl (2S)-5-(2-oxoethyl)pyrrolidine-1,2-dicarboxylate O=CCC1CC[C@H](N1C(=O)OC(C)(C)C)C(=O)OC